N1=CC=C(C2=CC=CC=C12)C(C=O)C=O 4-QUINOLINYLMALONALDEHYDE